N1C(=NC2=C1C=CC=C2)[C@H]2N(CCC1=C2N=CN1)C(=O)C=1OC2=C(N1)C=CC=C2 (S)-(4-(1H-benzo[d]imidazol-2-yl)-6,7-dihydro-1H-imidazo[4,5-c]pyridin-5(4H)-yl)(benzo[d]oxazol-2-yl)methanone